N[C@@H](C(C)C)C(=O)O[2H] L-valine-d